C1COCCC12CCN(CC2)C=2C=CC(=NC2)N 5-(3-oxa-9-azaspiro[5.5]undecan-9-yl)pyridin-2-amine